BrC1=CC2=C(CCC=3C(=NN(C23)C)C(=O)OCC)C=C1OC ethyl 8-bromo-7-methoxy-1-methyl-4,5-dihydrobenzo[g]indazole-3-carboxylate